Tert-butyl (S)-6-(3-(4-benzyl-2-(2-methoxyethyl)-2-methylpiperazin-1-yl)-5-methyl-1H-pyrazol-1-yl)-2-azaspiro[3.3]heptane-2-carboxylate C(C1=CC=CC=C1)N1C[C@](N(CC1)C1=NN(C(=C1)C)C1CC2(CN(C2)C(=O)OC(C)(C)C)C1)(C)CCOC